methyl 7-[4-(tert-butoxycarbonyl) piperazin-1-yl]-3-methyl-1,2,3-benzotriazole-4-carboxylate C(C)(C)(C)OC(=O)N1CCN(CC1)C1=CC=C(C2=C1N=NN2C)C(=O)OC